C(#N)C[C@](C(=O)OCC=1N=NC(=CC1)OCCCOC)(CC1=COC(=C1)C#N)NC(=O)OC(C)(C)C (6-(3-Methoxypropoxy)pyridazin-3-yl)methanol Cyanomethyl-(S)-2-((tert-butoxy-carbonyl)amino)-3-(5-cyanofuran-3-yl)propanoate